2-{[(2,6-dimethylphenyl)carbamoyl]Oxy}-3-(1H-pyrazol-1-yl)propionic acid CC1=C(C(=CC=C1)C)NC(=O)OC(C(=O)O)CN1N=CC=C1